(E)-5-((3-(2-methoxyphenyl)allyl)(prop-2-yn-1-yl)amino)-5-oxopentanoic acid COC1=C(C=CC=C1)/C=C/CN(C(CCCC(=O)O)=O)CC#C